C(C)(C)(C)N([C@@H](CCCCN)C(=O)O)C(CCCC1=CC=C(C=C1)I)=O tert-butyl-(4-(4-iodophenyl)butanoyl)-L-lysine